N-methyl-3-phenylpropan-1-amine CNCCCC1=CC=CC=C1